hydroxyethylamino-2-nitro-4-aminobenzene OCCNC1=C(C=C(C=C1)N)[N+](=O)[O-]